BrC=1N=C(N(N1)C)NC=1C(=C2C=NN(C2=CC1)C1OCCCC1)C1CC1 N-(5-bromo-2-methyl-1,2,4-triazol-3-yl)-4-cyclopropyl-1-tetrahydropyran-2-yl-indazol-5-amine